6-bromo-7-fluoroquinazolin-2(1H)-one BrC=1C=C2C=NC(NC2=CC1F)=O